Cl.[N] nitrogen, hydrochloride